tert-butyl (R)-2-((3-(benzyloxy)-4-cyanophenyl)((5-cyclohexylpyridin-2-yl)methyl)carbamoyl)azetidine-1-carboxylate C(C1=CC=CC=C1)OC=1C=C(C=CC1C#N)N(C(=O)[C@@H]1N(CC1)C(=O)OC(C)(C)C)CC1=NC=C(C=C1)C1CCCCC1